tert-Butyl (2S,3R)-2-methyl-3-(4-methylpiperazin-1-yl)pyrrolidine-1-carboxylate C[C@@H]1N(CC[C@H]1N1CCN(CC1)C)C(=O)OC(C)(C)C